2-isopropyl-5-(isoquinol-3-yl)benzene-1,3-diol C(C)(C)C1=C(C=C(C=C1O)C=1N=CC2=CC=CC=C2C1)O